4-amino-N-(2,2-difluoroethyl)-7-fluoro-N-((1'-methyl-3H-spiro[benzofuran-2,4'-piperidin]-5-yl)methyl)-1,3-dihydrofuro[3,4-c]quinoline-8-carboxamide NC1=NC=2C=C(C(=CC2C2=C1COC2)C(=O)N(CC=2C=CC1=C(CC3(CCN(CC3)C)O1)C2)CC(F)F)F